BrC=1C=CC2=C(C3=C(OC2)C=C(C=C3)OCC3CCN(CC3)C)C1 4-[((9-bromo-6H-dibenzo[b,d]pyran-3-yl)oxy)methyl]-1-methylpiperidine